BrC=1C(=NN(C1C(=O)OC)C=1SC(=C(N1)C1=CCC(CC1)C(F)(F)F)SC(C)C)C methyl 4-bromo-1-(5-(isopropylthio)-4-(4-(trifluoromethyl)cyclohex-1-en-1-yl)thiazol-2-yl)-3-methyl-1H-pyrazole-5-carboxylate